4-[(1R,5S)-3,8-diazabicyclo[3.2.1]oct-3-yl]pyrido[4,3-d]pyrimidine [C@H]12CN(C[C@H](CC1)N2)C=2C1=C(N=CN2)C=CN=C1